N-((3-hydroxy-6-methyl-4-oxo-1-propyl-1,4-dihydropyridin-2-yl)methyl)-2-methoxybenzamide OC1=C(N(C(=CC1=O)C)CCC)CNC(C1=C(C=CC=C1)OC)=O